FC(C1=CC=C(C=C1)C1=C(CCCC2=C1C=CC(=C2)C(=O)O)[C@@H]2CC[C@@H](CC2)C)(C2CN(C2)CCCF)F 9-(4-(difluoro(1-(3-fluoropropyl)azetidin-3-yl)methyl)phenyl)-8-(cis-4-methylcyclohexyl)-6,7-dihydro-5H-benzo[7]annulene-3-carboxylic acid